3-(4-cyanophenyl)thiourea C(#N)C1=CC=C(C=C1)NC(N)=S